L-4-ethyl-benzoic acid-3-fluoro-4-cyanophenyl ester FC=1C=C(C=CC1C#N)OC(C1=CC=C(C=C1)CC)=O